(S)-6-[2,3'-Dichloro(1,1'-biphenyl)-3-yl]-3-[(1S*,3S*)-4,4-difluoro-3-hydroxycyclohexyl]-2-imino-6-methyltetrahydropyrimidin-4(1H)-one trifluoroacetic acid salt FC(C(=O)O)(F)F.ClC1=C(C=CC=C1[C@@]1(CC(N(C(N1)=N)[C@@H]1C[C@@H](C(CC1)(F)F)O)=O)C)C1=CC(=CC=C1)Cl |o1:21,23|